ethyl (E)-3-(1H-pyrrol-2-yl)acrylate N1C(=CC=C1)/C=C/C(=O)OCC